4-((2-(trimethylsilyl)ethoxy)methyl)-4H-thieno[3,2-b]pyrrole-5-carboxylic acid C[Si](CCOCN1C2=C(C=C1C(=O)O)SC=C2)(C)C